1-(4-(hydroxymethyl)phenyl)-5-methyl-1H-pyrazole-4-carboxylic acid ethyl ester C(C)OC(=O)C=1C=NN(C1C)C1=CC=C(C=C1)CO